difluoro-1-methyl-5-(6-(4,4,4-trifluoro-3,3-dimethylbut-1-yn-1-yl)-2,3,4,5-tetrahydro-1H-benzo[b]azepin-1-yl)-[1,2,4]triazolo[4,3-a]quinazoline FC=1C(=C2C(=NC=3N(C2=CC1)C(=NN3)C)N3C1=C(CCCC3)C(=CC=C1)C#CC(C(F)(F)F)(C)C)F